tert-butyl 6-((5-amino-7-(butylamino)-3-cyclopropyl-1H-pyrazolo[4,3-d]pyrimidin-1-yl)methyl)-5-methoxy-3',6'-dihydro-[3,4'-bipyridine]-1'(2'H)-carboxylate NC=1N=C(C2=C(N1)C(=NN2CC2=C(C=C(C=N2)C=2CCN(CC2)C(=O)OC(C)(C)C)OC)C2CC2)NCCCC